NC=1C(=NC(=C(N1)N1N=C(C=C1)C)Cl)C(=O)NCC1=C(C=CC=C1)OC 3-amino-6-chloro-N-(2-methoxybenzyl)-5-(3-methyl-1H-pyrazol-1-yl)pyrazine-2-carboxamide